8-tert-butyl 3-ethyl 2,8-diazaspiro[4.5]decane-3,8-dicarboxylate C1NC(CC12CCN(CC2)C(=O)OC(C)(C)C)C(=O)OCC